C(\C=C\CCCCCCCCCCCCCC)=O (E)-2-heptadecenal